2,5,7-triamino-3,6-dinitropyrazolo[1,5-a]pyrimidine NC1=NN2C(N=C(C(=C2N)[N+](=O)[O-])N)=C1[N+](=O)[O-]